ClC=1C(=NNC1C(=O)O)C 4-Chloro-3-methyl-1H-pyrazole-5-carboxylic acid